6-iodo-8-phenylbenzo[b]naphtho[1,2-d]furan IC1=CC=2C=CC=CC2C=2C3=C(OC21)C(=CC=C3)C3=CC=CC=C3